4-fluorophenyl-hydrazine hydrochloride salt Cl.FC1=CC=C(C=C1)NN